Cl.N1=CC=CC=C1 Pyridin-HCl